BrC=1C=C2C(OC(C2=CC1)=O)CN(C)C 5-bromo-3-((dimethylamino)methyl)isobenzofuran-1(3H)-one